OC1=CC2=C(SC(=C2C)C(=O)NCCC(=O)OC)C=C1OC Methyl 3-(5-hydroxy-6-methoxy-3-methylbenzo[b]thiophene-2-carboxamido)propanoate